(E)-1-(4-(3-oxo-3-(6-oxo-3,6-dihydropyridin-1(2H)-yl)prop-1-en-1-yl)phenyl)-3-(o-tolyl)urea O=C(/C=C/C1=CC=C(C=C1)NC(=O)NC1=C(C=CC=C1)C)N1CCC=CC1=O